C(CCCCCC)(=O)OC[C@@H](O)COP(=O)([O-])OCC[N+](C)(C)C 1-heptanoyl-sn-glycero-3-phosphocholine